4-((3-(2-acetamidoethyl)-1H-indol-6-yl)oxy)-4-oxobutyric acid C(C)(=O)NCCC1=CNC2=CC(=CC=C12)OC(CCC(=O)O)=O